SSCSCCC 1,2,4-trithiaheptane